N-[(2R)-1,4-dioxan-2-ylmethyl]-8-methyl-2-[(2R)-tetrahydrofurane-2-ylmethyl]-4,5-dihydro-2H-furo[2,3-g]indazole-7-carboxamide O1[C@@H](COCC1)CNC(=O)C1=C(C2=C(CCC3=CN(N=C23)C[C@@H]2OCCC2)O1)C